(difluoromethyl)-1H-1,3-benzodiazole FC(F)N1C=NC2=C1C=CC=C2